C(C)(C)(C)N1N=C(C(=C1NC1=CC(=NC=C1)OCCNC(OC(C)(C)C)=O)C(N)=O)C1=CC=C(C=C1)NS(=O)(=O)CC tert-butyl N-{2-[(4-{[1-tert-butyl-4-carbamoyl-3-(4-ethanesulfonamidophenyl)-1H-pyrazol-5-yl]amino}pyridin-2-yl)oxy]ethyl}carbamate